6-Bromo-1-(2-chloropyridin-3-yl)-7-cyclopropyl-4-(methylamino)quinazolin-2(1H)-one BrC=1C=C2C(=NC(N(C2=CC1C1CC1)C=1C(=NC=CC1)Cl)=O)NC